C(C)(C)(C)OC(N[C@@H]1CN(CC1)C1=NC(=CC(=C1)I)Cl)=O (S)-(1-(6-chloro-4-iodopyridin-2-yl)pyrrolidin-3-yl)carbamic acid tert-butyl ester